tert-butyl {(1R,3S)-3-[methoxy(methyl)carbamoyl]cyclohexyl}carbamate CON(C(=O)[C@@H]1C[C@@H](CCC1)NC(OC(C)(C)C)=O)C